FC1=C(C=CC=C1C(F)(F)F)C1CC(NCC1)C(=O)N 4-(2-fluoro-3-(trifluoromethyl)phenyl)piperidine-2-carboxamide